C1(C=CC=C1)[Ti](C1=C(C(=CC=C1F)N1C=CC=C1)F)(C1=C(C(=CC=C1F)N1C=CC=C1)F)C1C=CC=C1 bis(cyclopentadienyl)-bis[2,6-difluoro-3-(1-pyrrolyl)phenyl]titanium